C1=NC=C(C2=CC=CC=C12)N1C(N(CC1C#N)C1=CC=CC=C1)=O 3-(isoquinolin-4-yl)-2-oxo-1-phenylimidazoline-4-carbonitrile